C(C)OC(CCC(=O)C1=NC(=CC=C1O)C1=CC=C(C=C1)F)=O 4-[6-(4-Fluoro-phenyl)-3-hydroxy-pyridin-2-yl]-4-oxo-butyric acid ethyl ester